4-(3-((1-(2,6-dioxopiperidin-3-yl)-3-methyl-1H-indazol-4-yl) oxy)cyclobutoxy)piperidine-1-carboxylate O=C1NC(CCC1N1N=C(C2=C(C=CC=C12)OC1CC(C1)OC1CCN(CC1)C(=O)[O-])C)=O